FC1CCOC12CCN(CC2)C2=NC(=C(C#N)C(=C2)N2CC(C2)N2CCNCC2)C(F)(F)F 6-(4-Fluoro-1-oxa-8-azaspiro[4.5]decan-8-yl)-4-(3-(piperazin-1-yl)azetidin-1-yl)-2-(trifluoromethyl)nicotinonitrile